6-(4-Chlorophenyl)-2-((4-(4-methylpiperazin-1-yl)phenyl)amino)-8,9-dihydroimidazo[1,2-a]pyrimido[5,4-e]pyrimidin-5(6H)-one ClC1=CC=C(C=C1)N1C=2N(C3=C(C1=O)C=NC(=N3)NC3=CC=C(C=C3)N3CCN(CC3)C)CCN2